FC(C(=O)O)(F)F.ClC1=C(C=CC(=C1NC=1C(=C2C(N(C=NC2=CC1)C)=O)Cl)F)NS(=O)(=O)N1C2CC(C1)C2 N-(2-chloro-3-((5-chloro-3-methyl-4-oxo-3,4-dihydroquinazolin-6-yl)amino)-4-fluorophenyl)-2-Azabicyclo[2.1.1]Hexane-2-sulfonamide trifluoroacetate salt